C(C)(C)(C)OC(=O)NCC1=NN(C=C1NC(=O)C=1N=C(OC1)C1=CC(=NC=C1)N(CC(F)(F)F)C(=O)OC(C)(C)C)C1=CC=C(C(=O)OC)C=C1 Methyl 4-[3-[(tert-butoxycarbonylamino)methyl]-4-[[2-[2-[tert-butoxycarbonyl(2,2,2-trifluoroethyl)amino]-4-pyridyl]oxazole-4-carbonyl]amino]pyrazol-1-yl]benzoate